4-[1-(thiazol-2-ylmethyl)-2-(trifluoromethyl)indol-4-yl]Piperazine-1-carboxylic acid S1C(=NC=C1)CN1C(=CC2=C(C=CC=C12)N1CCN(CC1)C(=O)O)C(F)(F)F